FC1(C[C@H](NC1=O)COC1=NC=C(C2=CC(=C(C=C12)OC(C)C)C(=O)N)C#CC1(CCOCC1)O)F (S)-1-((4,4-difluoro-5-oxopyrrolidin-2-yl)methoxy)-4-((4-hydroxytetrahydro-2H-pyran-4-yl)ethynyl)-7-isopropoxyisoquinoline-6-carboxamide